CC=1C(=C(C=CC1)S(=O)(=O)OCC(=O)O)C.[Na] sodium carboxymethyl dimethylbenzenesulfonate